2-[2-(2,5-dichlorothiophen-3-yl)ethyl]-1,4,5,6-tetrahydropyrimidin-5-ol ClC=1SC(=CC1CCC=1NCC(CN1)O)Cl